BrC=1C=C(C=C(C1)Cl)C1(COC(C(N1CC1=CC=C(C=C1)OC)=O)CCO)C 5-(3-bromo-5-chloro-phenyl)-2-(2-hydroxyethyl)-4-[(4-methoxyphenyl)methyl]-5-methyl-morpholin-3-one